C(C)(C)(C)OC(=O)C1=NC=CC(=C1OC)NC1=C(C(C1=O)=O)OCC ((2-ethoxy-3,4-dioxocyclobut-1-en-1-yl)amino)-3-methoxypyridinecarboxylic acid tert-butyl ester